NC=1C=C(C=C(C1)O)C 5-amino-3-methylphenol